CCCCCC 1-methylpentane